4-chloro-3-(2-((3R,4S)-3,4-dihydroxypiperidin-1-yl)-1,1-difluoro-2-oxoethyl)-N-(4-fluoro-3-methylphenyl)benzamide ClC1=C(C=C(C(=O)NC2=CC(=C(C=C2)F)C)C=C1)C(C(=O)N1C[C@H]([C@H](CC1)O)O)(F)F